N1OOC=C1 3,2-dioxazole